6-(1-((3-methyloxetan-3-yl)methyl)-1H-pyrazol-4-yl)pyrazolo[1,5-a]pyridine-3-carbonitrile CC1(COC1)CN1N=CC(=C1)C=1C=CC=2N(C1)N=CC2C#N